bromodifluoro(trimethylsilyl)methane BrC([Si](C)(C)C)(F)F